((3-Cyclopropyl-5-(2-phenylacetamido)phenyl)carbamoyl)(3-(pyridin-2-ylmethyl)-1,2,3-oxadiazol-3-ium-5-yl)amide C1(CC1)C=1C=C(C=C(C1)NC(CC1=CC=CC=C1)=O)NC(=O)[N-]C1=C[N+](=NO1)CC1=NC=CC=C1